2-(3-cyclopropoxy-2-hydroxypropyl)isoindole-1,3-dione C1(CC1)OCC(CN1C(C2=CC=CC=C2C1=O)=O)O